1,3,5-tris[[4-tert-butyl-3-hydroxy-2,6-xylyl]methyl]-1,3,5-triazin-2,4,6(1H,3H,5H)-trion C(C)(C)(C)C1=C(C(=C(C(=C1)C)CN1C(N(C(N(C1=O)CC1=C(C(=C(C=C1C)C(C)(C)C)O)C)=O)CC1=C(C(=C(C=C1C)C(C)(C)C)O)C)=O)C)O